ClC1=NC=C(C(=N1)C)Cl 2,5-dichloro-4-methylpyrimidine